BrC1=CC(=C(O[C@H](C(=O)OCC)C(C)C)C=C1)C1=NOCC1OCCCC ethyl (2S)-2-[4-bromo-2-(4-butoxy-4,5-dihydroisoxazol-3-yl)phenoxy]-3-methylbutanoate